4-chloro-9-(2'-(naphthalen-2-yl)-[1,1'-biphenyl]-3-yl)-9H-carbazole ClC1=CC=CC=2N(C3=CC=CC=C3C12)C=1C=C(C=CC1)C1=C(C=CC=C1)C1=CC2=CC=CC=C2C=C1